5-(3-(3-(6-fluoronaphthalene-1-yl)azetidin-1-yl)-5-(methoxymethyl)-4H-1,2,4-triazole-4-yl)-2-methoxypyridine hydrochloride Cl.FC=1C=C2C=CC=C(C2=CC1)C1CN(C1)C1=NN=C(N1C=1C=CC(=NC1)OC)COC